C1(CCCCC1)CN1C=C(C2=CC=CC=C12)C(=O)N[C@@H](C(C)C)C(=O)OC Methyl (1-(cyclohexylmethyl)-1h-indole-3-carbonyl)-l-valinate